C(C)OC(=O)C1=C(C(=C(C(=O)O)C=C1)F)C 4-(ethoxycarbonyl)-2-fluoro-3-methylbenzoic acid